C(CCC)OB(OCCCC)OCCCC.ClC=1C=C(C=C(C1Cl)Cl)C(C(F)(F)F)=O 3,4,5-trichlorophenyl-trifluoro-ethanone tributyl-borate